NC1=NC(=C(C=2N1C(N(N2)CCN2C[C@H](O[C@H](C2)C)C)=O)C2=CC(=NC(=C2)C)C)C2=CC=CC=C2 5-amino-2-[2-((cis)-2,6-dimethylmorpholin-4-yl)ethyl]-8-(2,6-dimethyl-4-pyridinyl)-7-phenyl-[1,2,4]triazolo[4,3-c]pyrimidin-3-one